ClCC(CC1(N(CCC1)C(=O)[O-])C(=O)[O-])=C 2-(2-(chloromethyl)allyl)pyrrolidine-1,2-dicarboxylate